COCCOC1=CC=C2C(=N1)C(=CN2)NC(OC(C)(C)C)=O tert-Butyl N-[5-(2-methoxyethoxy)-1H-pyrrolo[3,2-b]pyridin-3-yl]carbamate